ethyl 2-({4-[(3S)-3-aminopyrrolidin-1-yl]-5-[(4,4-difluorocyclohexyl)carbamoyl]-3-(3,5-difluorophenyl)pyridin-2-yl}oxy)acetate N[C@@H]1CN(CC1)C1=C(C(=NC=C1C(NC1CCC(CC1)(F)F)=O)OCC(=O)OCC)C1=CC(=CC(=C1)F)F